3-(4-acetamidophenyl)-N-(4-fluoro-3-methoxy-phenyl)-N,8-dimethyl-imidazo[1,2-a]pyrazine-6-carboxamide C(C)(=O)NC1=CC=C(C=C1)C1=CN=C2N1C=C(N=C2C)C(=O)N(C)C2=CC(=C(C=C2)F)OC